(Z)-Methyl 2-azido-3-(2,5-dichlorophenyl)acrylate N(=[N+]=[N-])\C(\C(=O)OC)=C/C1=C(C=CC(=C1)Cl)Cl